BrCC1=CC=C(C=C1)S(=O)(=O)C 4-(bromomethyl)-1-(methylsulfonyl)benzene